4-((2s,5r)-5-ethyl-2-methylpiperazin-1-yl)-1-methyl-2-oxo-1,2-dihydroquinazoline-6-carbonitrile C(C)[C@H]1NC[C@@H](N(C1)C1=NC(N(C2=CC=C(C=C12)C#N)C)=O)C